ethyl 2-[[(3R)-3-(benzyloxycarbonylamino)-4-(tert-butoxycarbonylamino)butanoyl]amino]-4-methyl-thiazole-5-carboxylate C(C1=CC=CC=C1)OC(=O)N[C@H](CC(=O)NC=1SC(=C(N1)C)C(=O)OCC)CNC(=O)OC(C)(C)C